(3-(Anthracen-9-ylmethoxy)propyl)triethoxysilane C1=CC=CC2=CC3=CC=CC=C3C(=C12)COCCC[Si](OCC)(OCC)OCC